bis(4-(9-(4-hydroxyphenyl)-9H-fluoren-9-yl) phenyl) furan-2,5-dicarboxylate O1C(=CC=C1C(=O)OC1=CC=C(C=C1)C1(C2=CC=CC=C2C=2C=CC=CC12)C1=CC=C(C=C1)O)C(=O)OC1=CC=C(C=C1)C1(C2=CC=CC=C2C=2C=CC=CC12)C1=CC=C(C=C1)O